N-(2-(3-chloro-2-methyl-phenyl)propan-2-yl)-2-(1-methyl-pyrrolidin-2-yl)acetamide ClC=1C(=C(C=CC1)C(C)(C)NC(CC1N(CCC1)C)=O)C